N1N=CC2=CC(=CC=C12)C=1C(=C2C(=CN1)N(C=C2)CC2CCNCC2)C2=CC=C(C#N)C=C2 4-(5-(1H-indazol-5-yl)-1-(piperidin-4-ylmethyl)-1H-pyrrolo[2,3-c]pyridin-4-yl)benzonitrile